6-[(2S)-2-aminopropyl]-2-chloro-7-methyl-N-[(1H-pyrazol-4-yl)methyl]thieno[3,2-d]pyrimidin-4-amine N[C@H](CC1=C(C=2N=C(N=C(C2S1)NCC=1C=NNC1)Cl)C)C